chlorobromide dysprosium [Dy].ClBr